O.SC(C(=O)O)CC(=O)O mercaptosuccinic acid monohydrate